(S)-2-(1-amino-1,3-dihydrospiro[indene-2,4'-piperidin]-1'-yl)-5-(3-(6-hydroxypyridin-2-yl)prop-1-yn-1-yl)-3-methylpyrimidin-4(3H)-one N[C@@H]1C2=CC=CC=C2CC12CCN(CC2)C2=NC=C(C(N2C)=O)C#CCC2=NC(=CC=C2)O